6-(4-chlorophenyl)-N-[(2R,3S)-3,4-dihydroxybutan-2-yl]-2-(3-fluorophenyl)-3-oxo-2,3-dihydropyridazine-4-carboxamide ClC1=CC=C(C=C1)C=1C=C(C(N(N1)C1=CC(=CC=C1)F)=O)C(=O)N[C@H](C)[C@@H](CO)O